1,3-bis-isocyanatomethylcyclohexane N(=C=O)CC1CC(CCC1)CN=C=O